(R)-6-(4-chlorophenyl)-8-(3-fluorophenyl)-3-(3-hydroxy-3-methylbut-2-yl)pyrido[3,4-d]pyrimidin-4(3H)-one ClC1=CC=C(C=C1)C1=CC2=C(N=CN(C2=O)[C@H](C)C(C)(C)O)C(=N1)C1=CC(=CC=C1)F